N-(cyclohex-2-en-1-yl)-2-((7-(4,4,5,5-tetramethyl-1,3,2-dioxaborolan-2-yl)naphthalen-2-yl)oxy)acetamide C1(C=CCCC1)NC(COC1=CC2=CC(=CC=C2C=C1)B1OC(C(O1)(C)C)(C)C)=O